4-(4-bromoindolin-1-yl)cyclohexan-1-one BrC1=C2CCN(C2=CC=C1)C1CCC(CC1)=O